ClC1=CC2=C(N=N1)N(C=C2F)C2CC(C2)(C)OCC2=CC=C(C=C2)OC 3-Chloro-5-fluoro-7-{(1s,3s)-3-[(4-methoxybenzyl)oxy]-3-methylcyclobutyl}-7H-pyrrolo[2,3-c]pyridazine